C(C)N1[C@@H](CCC1)C(C)OC=1C=C2CN(C(C2=CC1)=O)C1C(NC(CC1)=O)=O 3-(5-(1-((S)-1-ethylpyrrolidin-2-yl)ethoxy)-1-oxoisoindolin-2-yl)piperidine-2,6-dione